NC=1C=CC(=NC1OCCOC)C1=CNC2=C(C=CC=C12)C#N 3-[5-amino-6-(2-methoxyethoxy)pyridin-2-yl]-1H-indole-7-carbonitrile